ClC1=CC=C(C=C1)C=1N=CN(C1C1=CC=NC=C1)CC(=O)N1CCNC2(CC2)C1 2-[4-(4-chlorophenyl)-5-(pyridin-4-yl)-1H-imidazol-1-yl]-1-{4,7-diazaspiro[2.5]octan-7-yl}ethan-1-one